methyl 2-[[4-(6-chloro-2-pyridyl)-2,5-difluoro-phenyl]methyl]-3-[[(2S)-oxetan-2-yl]methyl]benzimidazole-5-carboxylate ClC1=CC=CC(=N1)C1=CC(=C(C=C1F)CC=1N(C2=C(N1)C=CC(=C2)C(=O)OC)C[C@H]2OCC2)F